(R)-5-((1-(4-((3,5-difluoro-4-(trifluoromethoxy)benzyl)amino)butoxy)propan-2-yl)amino)benzo[c][2,6]naphthyridine-8-carboxylic acid FC=1C=C(CNCCCCOC[C@@H](C)NC2=NC3=C(C4=CN=CC=C24)C=CC(=C3)C(=O)O)C=C(C1OC(F)(F)F)F